5-chloro-N-[(8R,9aS)-8-hydroxy-5-oxo-8,9,9a,10-tetrahydro-5H,7H-pyrido[3,2-f]pyrrolo[2,1-c][1,4]oxazepin-3-yl]-2-methoxybenzenesulfonamide ClC=1C=CC(=C(C1)S(=O)(=O)NC1=CC=2C(N3[C@H](COC2N=C1)C[C@H](C3)O)=O)OC